CC1=C(C(=O)O)C=CC(=C1)N1C[C@@H]2CNCC[C@@H]2C1=O 2-methyl-4-((3aS,7aS)-1-oxooctahydro-2H-pyrrolo[3,4-c]pyridin-2-yl)benzoic acid